1-(3-chloro-5'-fluoro-2'-hydroxy-3'-(2-(3'-methyl-[1,3'-bipyrrolidine]-1'-yl)pyridin-4-yl)-[1,1'-biphenyl]-4-yl)-3-methyl-1H-imidazol-2(3H)-one ClC=1C=C(C=CC1N1C(N(C=C1)C)=O)C1=C(C(=CC(=C1)F)C1=CC(=NC=C1)N1CC(CC1)(N1CCCC1)C)O